C1(CC1)\C=C(\C(=O)O)/F (Z)-3-cyclopropyl-2-fluoropropan-2-enoic acid